C(CC)C1=NC(=CC=C1)CCC 2,6-dipropylpyridine